FC1(CC(C1)N1C(=NC2=NC=C(C=C21)C=2C=CN1N=C(N=CC12)NCC1(CC1)C)C)F 5-(1-(3,3-difluorocyclobutyl)-2-methyl-1H-imidazo[4,5-b]pyridin-6-yl)-N-((1-methylcyclopropyl)methyl)pyrrolo[2,1-f][1,2,4]triazin-2-amine